OC1=CC=CC=2C=CC3=C(C21)OC=2C1=C(C=CC2C32OC(C=C2C)=O)C=CC=C1O 1,13-dihydroxy-3'-methyl-5'H-spiro[dibenzo[c,h]xanthene-7,2'-furan]-5'-one